CN1CC[C@@]12CN(CC2)C2=CC=CC(=N2)NC=2C1=C(C(=NC2)C2=C3C(=NC=C2)N(C=C3)C)CNC1=O (R)-7-((6-(1-methyl-1,6-diazaspiro[3.4]octan-6-yl)pyridin-2-yl)amino)-4-(1-methyl-1H-pyrrolo[2,3-b]pyridin-4-yl)-2,3-dihydro-1H-pyrrolo[3,4-c]pyridin-1-one